O([C@@H]1[C@@H](O)[C@@H](O)[C@H](O)[C@H](O1)CO)CCCI 3-iodopropyl α-D-mannopyranoside